FC1=CC(=C2CN(C(C2=C1)=O)C1C(NC(CC1)=O)=O)N1C(C(NC(C1([2H])[2H])([2H])[2H])([2H])[2H])([2H])[2H] 3-(6-fluoro-1-oxo-4-(piperazin-1-yl-2,2,3,3,5,5,6,6-d8)isoindoline-2-yl)piperidine-2,6-dione